3-METHOXYBUTYL ACETATE C(C)(=O)OCCC(C)OC